ClC=1C=C(OC[C@@H](/C=C/[C@H]2[C@@H](C[C@@H]3OC[C@H](CC[C@@H]32)COCC(=O)OC(C)C)O)O)C=C(C1)Cl 2-Propanyl ({(3R,5aR,6R,7R,8aS)-6-[(1E,3R)-4-(3,5-dichlorophenoxy)-3-hydroxy-1-buten-1-yl]-7-hydroxyoctahydro-2H-cyclopenta[b]oxepin-3-yl}methoxy)acetate